C(C)(C)(C)OC(CN1C(C2=CC(=CC=C2C1)C1=NC(=NC=C1N)Cl)=O)=O 2-[6-(5-amino-2-chloropyrimidin-4-yl)-1-oxo-2,3-dihydro-1H-isoindol-2-yl]acetic acid tert-butyl ester